CC1=CC=C(C=C1)S(=O)(=O)OCC1=NN=C(S1)NC(OC(C)(C)C)=O tert-butyl N-(5-{[(4-methylbenzenesulfonyl) oxy]methyl}-1,3,4-thiadiazol-2-yl)carbamate